1-isobutyl-1-(6-oxo-1,4,5,6-tetrahydro-2H-pyrano[3,4-c]isoquinolin-1-yl)urea C(C(C)C)N(C(=O)N)C1COCC=2NC(C=3C=CC=CC3C21)=O